COC=1C(=C2C=CNC2=C(C1)C)CN1[C@H](C[C@]2(CCOC2)CC1)C1=CC=C(C(=O)O)C=C1 4-((5s,7r)-8-((5-methoxy-7-methyl-1H-indol-4-yl)methyl)-2-oxa-8-azaspiro[4.5]decan-7-yl)benzoic acid